4-[7-bromo-2-[[1-[(dimethylamino)methyl]cyclopropyl]methoxy]-8-fluoro-quinazolin-4-yl]-6-methyl-1,4-oxazepan-6-ol BrC1=CC=C2C(=NC(=NC2=C1F)OCC1(CC1)CN(C)C)N1CCOCC(C1)(O)C